(6Ar,10aR)-6,6,9,10a-tetramethyl-3-pentyl-7,10-dihydro-6aH-benzo[c]chromen-1-ol CC1(OC=2C=C(C=C(C2[C@]2([C@H]1CC=C(C2)C)C)O)CCCCC)C